ClC1=CC=C(C=N1)NC1=NC=CC2=CC(=CC=C12)O[C@@H](C)C1(CC1)F (S)-N-(6-chloropyridin-3-yl)-6-(1-(1-fluorocyclopropyl)ethoxy)isoquinolin-1-amine